tert-butyl 6-[(7-chloro-2-methyl-1-oxo-isoindolin-4-yl)methylene]-2-azaspiro[3.3]heptane-2-carboxylate ClC=1C=CC(=C2CN(C(C12)=O)C)C=C1CC2(CN(C2)C(=O)OC(C)(C)C)C1